BrC1=C(C=C(C(=O)NC2=CC=C(C=C2)S(=O)(=O)N2CCSCC2)C=C1)I 4-Bromo-3-iodo-N-(4-(thiomorpholinosulfonyl)phenyl)benzamide